FC1(CN(C1)CCC=1C(=NC(N(C1)[C@H](C(=O)NCCC(=O)O)CC(C)C)=O)C(C)C)C 3-((S)-2-(5-(2-(3-fluoro-3-methylazetidin-1-yl)ethyl)-4-isopropyl-2-oxopyrimidin-1(2H)-yl)-4-methylpentanamido)propionic acid